2-((3-(difluoromethyl)-1-methyl-1H-pyrazol-5-yl)oxy)-1-(3-methoxyphenyl)ethan-1-one-O-methyloxime CON=C(COC1=CC(=NN1C)C(F)F)C1=CC(=CC=C1)OC